Di-(tert-butyl)(3,5-difluorophenyl)phosphine C(C)(C)(C)P(C1=CC(=CC(=C1)F)F)C(C)(C)C